1-[(4-methoxyphenyl)methyl]-3-(5-nitro-1,3-thiazol-2-yl)urea COC1=CC=C(C=C1)CNC(=O)NC=1SC(=CN1)[N+](=O)[O-]